(2RS)-2-(6,7-dihydro-5H-pyrrolo[1,2-c]imidazol-1-yl)-2-[7-fluoro-6-(6-piperazin-1-yl-3-pyridyl)indazol-2-yl]-N-thiazol-2-yl-acetamide C1(=C2N(C=N1)CCC2)[C@H](C(=O)NC=2SC=CN2)N2N=C1C(=C(C=CC1=C2)C=2C=NC(=CC2)N2CCNCC2)F |r|